ClC1=C(C=C(C=C1)C1=NC=C(C(=N1)N1CC(CC1)CNC(OC(C)(C)C)=O)CO)C(F)(F)F tert-butyl ((1-(2-(4-chloro-3-(trifluoromethyl)phenyl)-5-(hydroxymethyl) pyrimidin-4-yl)pyrrolidin-3-yl)methyl)carbamate